CC1CC2=C(C=N1)N=NN2 6-methyl-6,7-dihydro-1H-[1,2,3]triazolo[4,5-c]pyridin